(S)-4-(3,5-Difluorophenoxy)-2,2-difluoro-7-(methylsulfonyl)-2,3-dihydro-1H-inden FC=1C=C(OC2=C3CC(CC3=C(C=C2)S(=O)(=O)C)(F)F)C=C(C1)F